(R)-2-((tert-butoxycarbonyl)amino)-3-(3,5-difluoro-4-hydroxyphenyl)propionic acid C(C)(C)(C)OC(=O)N[C@@H](C(=O)O)CC1=CC(=C(C(=C1)F)O)F